naphtho[2,3-d][1,3]dioxol-6-amine O1COC2=C1C=C1C=CC(=CC1=C2)N